N-(2-aminoethyl)-2-naphthamide NCCNC(=O)C1=CC2=CC=CC=C2C=C1